BrC=1C=NC=C2C=CC(NC12)=O 8-bromo-1,6-naphthyridin-2(1H)-one